[Si](C)(C)(C(C)(C)C)OCC1=NC=CC(=C1F)C(CC)=O (2-(((tert-butyldimethylsilyl)oxy)methyl)-3-fluoropyridin-4-yl)propan-1-one